2-(2-hydroxy-4,6-dimethylphenyl)-6-(2-methylpyrimidin-4-yl)-2,5-dihydro-4H-pyrazolo[3,4-d]pyrimidin-4-one OC1=C(C(=CC(=C1)C)C)N1N=C2N=C(NC(C2=C1)=O)C1=NC(=NC=C1)C